Cl.C12CC(CC(CC1)N2)C2=CC=C(C(=N2)C2=CCC(CC2)(C)C)N 6-(8-azabicyclo[3.2.1]octan-3-yl)-2-(4,4-dimethylcyclohexen-1-yl)pyridin-3-amine hydrochloride salt